O=S1(CCN(CC1)[C@H](C(=O)OC)[C@@H](C)O)=O methyl (2S,3R)-2-(1,1-dioxidothiomorpholino)-3-hydroxybutanoate